2-(allyloxy)-4-(methylsulfonyl)benzaldehyde C(C=C)OC1=C(C=O)C=CC(=C1)S(=O)(=O)C